tert-butyl 6-hydroxy-6-methyl-2-azaspiro[3.3]heptane-2-carboxylate OC1(CC2(CN(C2)C(=O)OC(C)(C)C)C1)C